(S)-(4,4-difluoropyrrolidin-2-yl)methanol hydrochloride Cl.FC1(C[C@H](NC1)CO)F